N-(3-fluoro-6-(4-fluorophenyl)-5-(4-methylquinazolin-6-yl)pyridin-2-yl)morpholine-4-carboxamide FC=1C(=NC(=C(C1)C=1C=C2C(=NC=NC2=CC1)C)C1=CC=C(C=C1)F)NC(=O)N1CCOCC1